C1(CC1)C(=O)C1=CC=CC=C1 Cyclopropyl-(phenyl)methanone